{6-[({[(1-methyl-1H-tetrazol-5-yl)(phenyl)methylene]-amino}oxy)methyl]pyridin-2-yl}carbamic acid tert-butyl ester C(C)(C)(C)OC(NC1=NC(=CC=C1)CON=C(C1=CC=CC=C1)C1=NN=NN1C)=O